CC1=NC=CC2=CC(=CC=C12)C=1OC(=C(N1)N1C=CC=2C=CC=NC2C1=O)C1=CC=C(C=C1)C(F)(F)F 7-(2-(1-methylisoquinolin-6-yl)-5-(4-(trifluoromethyl)phenyl)oxazol-4-yl)-1,7-naphthyridin-8(7H)-one